C1(CCCCC1)C[C@H](C(=O)N1CC2(CCCC2)[C@](CC1)(O)CN1C=CC(=CC1=O)C1=CC=CC=C1)C 1-(((S)-7-((R)-3-Cyclohexyl-2-methylpropanoyl)-10-hydroxy-7-azaspiro[4.5]decan-10-yl)methyl)-6-oxo-4-phenyl-1,6-dihydropyridin